C(C(=C)C)(=O)OC1=C(C=C(C(=O)O)C=C1)OC 4-(methacryloyloxy)-3-methoxybenzoic acid